(1S,3R,4S,5R)-3-((5-chloro-4-(2-(2,2-difluorocyclobutyl)-4-fluoro-1-isopropyl-1H-benzo[d]imidazol-6-yl)pyrimidin-2-yl)amino)-6,8-dioxabicyclo[3.2.1]octan-4-ol ClC=1C(=NC(=NC1)N[C@@H]1C[C@H]2CO[C@@H]([C@H]1O)O2)C=2C=C(C1=C(N(C(=N1)C1C(CC1)(F)F)C(C)C)C2)F